4-carbamoyl-2-[4-(4-hydroxymethyl-benzyloxy)-1-oxo-1,3-dihydro-isoindol-2-yl]-butyric acid tert-butyl ester C(C)(C)(C)OC(C(CCC(N)=O)N1C(C2=CC=CC(=C2C1)OCC1=CC=C(C=C1)CO)=O)=O